ClC=1C=CC=C2CCO[C@H](C12)[C@@H](C)N (R)-1-((R)-8-chloroisochroman-1-yl)-ethan-1-amine